CC1=NN(C(C1C(=O)NC=1C=C(C=CC1)C)=O)C1=CC=CC=C1 3-Methyl-5-oxo-1-phenyl-N-(m-tolyl)-4,5-dihydro-1H-pyrazole-4-carboxamide